6-chloro-N-(1-ethyl-5-methyl-1H-pyrazol-4-yl)-7-(spiro[2.2]pentan-1-yl)quinazolin-2-amine ClC=1C=C2C=NC(=NC2=CC1C1CC12CC2)NC=2C=NN(C2C)CC